diisobutyl bis(ethyl acetoacetate) C(C)CC(CC(=O)OCC(C)C)=O.C(C)CC(CC(=O)OCC(C)C)=O